[K].FC=1C=C2C(CC(C2=C(C1)C(C)C)C(=O)NS(=O)(=O)C1=NN(C=C1)C(C)C)(C)C 5-Fluoro-7-isopropyl-N-((1-isopropyl-1H-pyrazol-3-yl)sulfonyl)-3,3-dimethyl-2,3-dihydro-1H-indene-1-carboxamide, potassium salt